ClC=1C=C(C=CC1)C1N(CCC1)C1=NC=CC=2C3=CC=C(C=C3NC12)OC 1-(2-(3-Chlorophenyl)Pyrrolidin-1-yl)-7-Methoxy-9H-β-Carboline